C(C)CC(C)(O)CC di-ethyl-isopropanol